6-[[(3R)-1-ethyl-3-piperidyl]-amino]-3-[2-hydroxy-6-methyl-4-(trifluoro-methyl)phenyl]-4-methyl-1,2,4-triazin-5-one C(C)N1C[C@@H](CCC1)NC=1C(N(C(=NN1)C1=C(C=C(C=C1C)C(F)(F)F)O)C)=O